C(#N)C=1C=NC(=NC1)NC1CCC(CC1)OC1=C2C=C(C=NC2=CC(=N1)N1CCOCC1)N(S(=O)(=O)C)C(C)C=1C=NN(C1[N+](=O)[O-])C N-[5-[4-[(5-cyanopyrimidin-2-yl)amino]cyclohexoxy]-7-morpholino-1,6-naphthyridin-3-yl]-N-[1-(1-methyl-5-nitro-pyrazol-4-yl)ethyl]methanesulfonamide